[C-]#N.C(CCC)[NH+]1C(CCCC1)CCC 1-Butyl-2-propylpiperidinium cyanid